ClC=1C=C(OC[C@@H](/C=C/[C@H]2[C@@H](C[C@@H]3OC[C@H](CC[C@@H]32)CCCC(=O)OC(C)C)O)O)C=CC1 2-Propanyl 4-{(3S,5aR,6R,7R,8aS)-6-[(1E,3R)-4-(3-chlorophenoxy)-3-hydroxy-1-buten-1-yl]-7-hydroxyoctahydro-2H-cyclopenta[b]oxepin-3-yl}butanoate